methyl 2-(((R)-9-(4-chloro-2-fluorobenzyl)-1-methyl-3,4-dihydrobenzo[4,5]imidazo[1,2-a]pyrazin-2(1H)-yl)methyl)-1-(((S)-oxetan-2-yl)methyl)-1H-benzo[d]imidazole-6-carboxylate ClC1=CC(=C(CC2=CC=CC3=C2N=C2N3CCN([C@@H]2C)CC2=NC3=C(N2C[C@H]2OCC2)C=C(C=C3)C(=O)OC)C=C1)F